FC1=C(OC2=C(C(=C(C=C2)NC(=O)C=2N=C(SC2)C2=CN=NC=C2)N2[C@H](CCC2)CO)C(F)(F)F)C=CC=C1 N-[4-(2-fluorophenoxy)-2-[(2R)-2-(hydroxymethyl)pyrrolidin-1-yl]-3-(trifluoromethyl)phenyl]-2-(pyridazin-4-yl)-1,3-thiazole-4-carboxamide